[Br-].[Br-].[Br-].[Br-].N1=C(C=CC2=CC=CC=C12)CCCCCCCOC=1C=C(C=C(C1)OCCCCCCCC1=NC2=CC=CC=C2C=C1)C=1C(=NC2=NC=CC=C2C1)C1=CC(=CC(=C1)OCCCCCCCC1=NC2=CC=CC=C2C=C1)OCCCCCCCC1=NC2=CC=CC=C2C=C1 bis[3,5-bis(7-(quinolinyl)heptyloxy)phenyl]naphthyridin tetrabromide